2-(methacryloxy)ethanesulfonic acid C(C(=C)C)(=O)OCCS(=O)(=O)O